17α-acetoxy-6-chloro-15β-hydroxy-2-oxa-4,6-pregnadien C(C)(=O)O[C@]1(CC)C[C@H]([C@H]2[C@@H]3C=C(C4=CCOC[C@]4(C)[C@H]3CC[C@]12C)Cl)O